FC(C=1C=C(C=CC1)C=1C=CC2=C(NC=N2)C1)(F)F 6-(3-(trifluoromethyl)phenyl)-1H-benzo[d]imidazole